methyl 3-hydroxy-1,2-oxazole-5-carboxylate OC1=NOC(=C1)C(=O)OC